N-(2-(4-ethylpiperazin-1-yl)-5-(4-(4-((5-(trifluoromethyl)pyrazin-2-yl)oxy)phenyl)piperidine-1-carbonyl)phenyl)-1-phenylmethanesulfonamide C(C)N1CCN(CC1)C1=C(C=C(C=C1)C(=O)N1CCC(CC1)C1=CC=C(C=C1)OC1=NC=C(N=C1)C(F)(F)F)NS(=O)(=O)CC1=CC=CC=C1